4-(2-hydroxypropan-2-yl)-2-(methylthio)pyrimidine-5-carbonitrile OC(C)(C)C1=NC(=NC=C1C#N)SC